(2-fluorophenyl)thiazole-5-carbaldehyde FC1=C(C=CC=C1)C=1SC(=CN1)C=O